(3R,6S,9aS)-3-(cyclohexylmethyl)-8-(1-isopropylpiperidin-4-yl)-6-neopentyl-1-((E)-3-(quinoxalin-2-yl)acryloyl)tetrahydropyrazino[2,1-c][1,2,4]oxadiazine-4,7(3H,6H)-dione C1(CCCCC1)C[C@@H]1C(N2[C@@H](N(O1)C(\C=C\C1=NC3=CC=CC=C3N=C1)=O)CN(C([C@@H]2CC(C)(C)C)=O)C2CCN(CC2)C(C)C)=O